C(C)N1CC2(CNC2)C1 6-ethyl-2,6-diazaspiro[3.3]Heptane